S1C(=NC=C1)CCCCC (thiazol-2-yl)pentan